1,5-dihydroxyl-2,6-diphenylanthraquinone OC1=C(C=CC=2C(C3=C(C(=CC=C3C(C12)=O)C1=CC=CC=C1)O)=O)C1=CC=CC=C1